C(C)OCOC1=C(C(=CC(=C1)C(F)(F)F)C)C1=CC=C(N=N1)CO (6-(2-(Ethoxymethoxy)-6-methyl-4-(trifluoromethyl)phenyl)pyridazin-3-yl)methanol